The molecule is a phenolate anion resulting from the deprotonation of the hydroxy group that is para- to the aldehyde group of ascofuranol. The major species at pH 7.3. It is a conjugate base of an ascofuranol. CC1=C(C(=C(C(=C1Cl)[O-])C/C=C(\\C)/CC/C=C(\\C)/[C@@H]2C[C@@H](C(O2)(C)C)O)O)C=O